4-(3-Fluoro-2-methylphenyl)-2-(thiazol-2-yl)-1,4-dihydropyrimidine-5-carboxylate FC=1C(=C(C=CC1)C1N=C(NC=C1C(=O)[O-])C=1SC=CN1)C